C(C=C)(=O)OCC1=CC=C(O1)COC(C=C)=O 5-FuranDimethanol diacrylate